bis(trimethylsilylmethylene-cyclopentadiene) hafnium [Hf].C[Si](C)(C)C=C1C=CC=C1.C[Si](C)(C)C=C1C=CC=C1